[Si](C)(C)(C(C)(C)C)O[C@H]1[C@H]2CN(C[C@@H](C1)C2)C=2C1=C(N=C(N2)Cl)C(=C(N=C1)Cl)F ((1R,5R,6R)-6-((tert-Butyldimethylsilyl)oxy)-3-azabicyclo[3.2.1]oct-3-yl)-2,7-dichloro-8-fluoropyrido[4,3-d]pyrimidine